COC1=CC=C(C=C1)N(C1=CC=C(C=C1)OC)C1=CC=2C3(C4=CC(=CC=C4C2C=C1)N(C1=CC=C(C=C1)OC)C1=CC=C(C=C1)OC)C1=CC(=CC=C1C=1C=CC(=CC13)N(C1=CC=C(C=C1)OC)C1=CC=C(C=C1)OC)N(C1=CC=C(C=C1)OC)C1=CC=C(C=C1)OC 2,2',7,7'-tetrakis[N,N-bis(4-methyl-Oxyphenyl)amino]-9,9'-spirobifluorene